tributyl-(1-ethoxyethylene) tin [Sn].C(CCC)C(=C(OCC)CCCC)CCCC